n-docosyloctyl ether C(CCCCCCCCCCCCCCCCCCCCC)OCCCCCCCC